ethyl 4-(5-bromopyridin-2-yl)-2,4-dioxobutyrate BrC=1C=CC(=NC1)C(CC(C(=O)OCC)=O)=O